C1(=C(C=CC=C1)C#CC1=NNC2=CC=C(C=C12)C(=O)N1C[C@@]2(CC1)NCCCC2)C2=CC=CC=C2 |o1:21| (R)- or (S)-(3-([1,1'-Biphenyl]-2-ylethynyl)-1H-indazol-5-yl)(2,6-diazaspiro[4.5]decan-2-yl)methanone